methyl 2-(2-(((tert-butoxycarbonyl)amino)-methyl)-6-cyclopropylimidazo[1,2-a]pyridin-8-yl)acetate C(C)(C)(C)OC(=O)NCC=1N=C2N(C=C(C=C2CC(=O)OC)C2CC2)C1